N-(5-((5-chloro-4-((1-(methylsulfonyl)indolin-7-yl)amino)pyrimidin-2-yl)amino)-4-methoxy-2-(2-(piperidin-1-yl)ethoxy)phenyl)acrylamide ClC=1C(=NC(=NC1)NC=1C(=CC(=C(C1)NC(C=C)=O)OCCN1CCCCC1)OC)NC=1C=CC=C2CCN(C12)S(=O)(=O)C